ethyl 4-bromo-1H-imidazole-2-carboxylate BrC=1N=C(NC1)C(=O)OCC